N1(C=NC=C1)CC1=CC(=C2CCN(C(C2=C1)=O)C1=CC=NC2=CC(=C(C=C12)OC)OC)C=1C(=NN(C1)C)C(F)(F)F 7-((1H-Imidazol-1-yl)methyl)-2-(6,7-dimethoxyquinolin-4-yl)-5-(1-methyl-3-(trifluoromethyl)-1H-pyrazol-4-yl)-3,4-dihydroisoquinolin-1(2H)-one